[1,3,2]dioxaphosphepin-4-iminium chloride [Cl-].O1POC(CC=C1)=[NH2+]